(1S,3aR,6aS)-N-(5-chloro-2,4-difluorophenyl)-N-(methyl-d3)-2-(6-methyl-4-(trifluoromethyl)pyridin-2-yl)-3-oxooctahydrocyclopenta[c]pyrrole-1-carboxamide ClC=1C(=CC(=C(C1)N(C(=O)[C@H]1N(C([C@H]2[C@@H]1CCC2)=O)C2=NC(=CC(=C2)C(F)(F)F)C)C([2H])([2H])[2H])F)F